ClC1=C(C(=CC=C1Cl)OC)C1CC2N(C(C(=NC2)CO)=O)CC1 8-(2,3-dichloro-6-methoxyphenyl)-3-(hydroxymethyl)-1H,6H,7H,8H,9H,9aH-pyrido[1,2-a]pyrazin-4-one